COC(=O)C1CC2(C1)CC(C2)NC(=O)C=2C=CC(=C1C=NN(C21)[C@@H](C)C2=CC=C(C=C2)C2=NC(=NC=C2)OC)C#CC (Sa,S)-6-(1-(1-(4-(2-methoxypyrimidin-4-yl)phenyl)ethyl)-4-(propane-1-yne-1-yl)-1H-indazole-7-carboxamido)spiro[3.3]heptane-2-carboxylic acid methyl ester